2-chloro-N-(4-nitrophenylethyl)-5-(trifluoromethoxy)quinolin-4-amine ClC1=NC2=CC=CC(=C2C(=C1)NCCC1=CC=C(C=C1)[N+](=O)[O-])OC(F)(F)F